COC1=C(C=C(C=C1C)C1=CC=C2C(C(COC2=C1)(C)C)NC(O[C@@H]1CN2CCC1CC2)=O)C (S)-quinuclidin-3-yl (7-(4-methoxy-3,5-dimethylphenyl)-3,3-dimethylchroman-4-yl)carbamate